3-(Cyclohexylcarbonyl)-7,8-dihydroxy-2H-chromen-2-one C1(CCCCC1)C(=O)C=1C(OC2=C(C(=CC=C2C1)O)O)=O